C[SiH](CCCCCCCC[SiH](C)C)C 1,1,10,10-tetramethyl-1,10-disiladecane